6-{[(1R)-1-(4-Chlorophenyl)-7-fluoro-5-{1-hydroxy-1-[trans-4-hydroxycyclohexyl]propyl}-3-oxo-1-[cis-3-hydroxycyclobutoxy]-2,3-dihydro-1H-isoindol-2-yl]methyl}pyridin-3-carbonitril ClC1=CC=C(C=C1)[C@@]1(N(C(C2=CC(=CC(=C12)F)C(CC)([C@@H]1CC[C@H](CC1)O)O)=O)CC1=CC=C(C=N1)C#N)O[C@@H]1C[C@@H](C1)O